Methyl 2-(4-((tert-butoxycarbonyl)(2-phenylcyclopropyl)amino)piperidin-1-yl)pyrimidine-5-carboxylate C(C)(C)(C)OC(=O)N(C1CCN(CC1)C1=NC=C(C=N1)C(=O)OC)C1C(C1)C1=CC=CC=C1